BrC1=C(C=CC=C1)CC(C(C)C)=O 1-(2-bromophenyl)-3-methylbutan-2-one